4-{[3-(2,5-dimethylphenyl)-8-methoxy-2-oxo-1-azaspiro[4.5]dec-3-en-4-yl]oxy}-N-[2-(2,6-dioxopiperidin-3-yl)-1,3-dioxoisoindol-4-yl]butanamide CC1=C(C=C(C=C1)C)C=1C(NC2(C1OCCCC(=O)NC1=C3C(N(C(C3=CC=C1)=O)C1C(NC(CC1)=O)=O)=O)CCC(CC2)OC)=O